BrC=1C=C2CN(CC2=CC1)C(C(C)(C)C)=O 1-(5-bromoisoindolin-2-yl)-2,2-dimethylpropan-1-one